FC1=CC=2N(C=C1)C(=CN2)C2=C1CNC(C1=C(C=C2)NC2=NC(=C(C=C2)[C@H]2COCC2)CNCC(F)(F)F)=O (S)-4-(7-fluoro-imidazo[1,2-a]pyridin-3-yl)-7-((5-(tetrahydrofuran-3-yl)-6-(((2,2,2-trifluoroeth-yl)amino)meth-yl)pyridin-2-yl)amino)isoindolin-1-one